C1(CC1)N1C=NC2=C1C=NC=C2C2=C(N=C(C(=N2)C(=O)N)NC2=CC=C(C=C2)N2CCOCC2)NC 6-(3-Cyclopropylimidazo[4,5-c]pyridin-7-yl)-5-(methylamino)-3-(4-morpholinoanilino)pyrazin-2-carboxamid